CC1=CN(C(=O)NC1=O)N=[N+]=[N-] Azidothymine